[3-(4-fluorophenyl)-1-(oxazolidin-2-yl)-1H-pyrazol-4-yl]-7-methoxy-N-[(4-methoxyphenyl)methyl]pyrido[3,2-d]pyrimidin-6-amine FC1=CC=C(C=C1)C1=NN(C=C1C=1N=CC2=C(N1)C=C(C(=N2)NCC2=CC=C(C=C2)OC)OC)C2OCCN2